C(CCC)NC1=C(C(=C(C(=O)N)C(=C1F)F)F)F 4-(butylamino)-2,3,5,6-tetrafluorobenzamide